(E)-3-(4-trifluoromethylbenzenesulfonyl)-1-phenyl-2-propen-1-one FC(C1=CC=C(C=C1)S(=O)(=O)/C=C/C(=O)C1=CC=CC=C1)(F)F